ClC1=CC=C2C(=CNC2=C1C)\C=C\1/NC(N(C1=O)C(COP(=O)([O-])O)C1=CC=C(C=C1)C#N)=O (Z)-2-(4-((6-chloro-7-methyl-1H-indol-3-yl)methylene)-2,5-dioxoimidazolidin-1-yl)-2-(4-cyanophenyl)ethyl dihydrophosphate